tert-butoxycarbonyl aspartate N[C@@H](CC(=O)[O-])C(=O)OC(=O)OC(C)(C)C